ethyl chlorophosphonochloridate ClP(OCC)(=O)Cl